4-methyl-4'-isopropyl-biphenyl iodonium [IH2+].CC1=CC=C(C=C1)C1=CC=C(C=C1)C(C)C